C(=O)O.CC1CCCC2OCCNC21C2=CC=CC=C2 5-methyl-4a-phenyloctahydro-2H-benzo[b][1,4]oxazine formate